(2R,4S)-N-((S)-1-((4-carbamimidoylbenzyl)amino)-1-oxopropan-2-yl)-4-(naphthalen-2-yl)piperidine-2-carboxamide bistrifluoroacetate FC(C(=O)O)(F)F.FC(C(=O)O)(F)F.C(N)(=N)C1=CC=C(CNC([C@H](C)NC(=O)[C@@H]2NCC[C@@H](C2)C2=CC3=CC=CC=C3C=C2)=O)C=C1